FCCN1CCC2(CC(C2)C(=O)NC=2N=CC3=CC=C(C=C3C2)C=2C=NN(C2)C)CC1 7-(2-fluoroethyl)-N-(6-(1-methyl-1H-pyrazol-4-yl)isoquinolin-3-yl)-7-azaspiro[3.5]nonane-2-carboxamide